C(C)(C)(C)[C@@H]1CC=2C=C(C(=NC2C=2N1C=C(C(C2)=O)C(=O)O)C)OCC2CC2 (S)-6-(tert-butyl)-3-(cyclopropylmethoxy)-2-methyl-10-oxo-6,10-dihydro-5H-pyrido[1,2-H][1,7]Naphthyridine-9-carboxylic acid